4-amino-6-(4-aminophenyl)-5-fluoro-3-vinyl-pyridine-2-carboxylic acid methyl ester COC(=O)C1=NC(=C(C(=C1C=C)N)F)C1=CC=C(C=C1)N